N1=CC=C(C=C1)C1=C(C=CC=C1)C1=C(C(=NC(=C1C1=CC=C(C=C1)N1C2=CC=CC=C2C=2C=C(C=CC12)C)C1=CC=C(C=C1)N1C2=CC=CC=C2C=2C=C(C=CC12)C)C1=CC=C(C=C1)N1C2=CC=CC=C2C=2C=C(C=CC12)C)C1=CC=C(C=C1)N1C2=CC=CC=C2C=2C=C(C=CC12)C 9,9',9'',9'''-((4-(2-(pyridin-4-yl)phenyl)pyridine-2,3,5,6-tetrayl)tetrakis(benzene-4,1-diyl))tetrakis(3-methyl-9H-carbazole)